4-(4'-chloro-2'-{3-[5-(difluoromethyl)-4-(ethoxycarbonyl)-1H-pyrazol-1-yl]piperidin-1-yl}[1,1'-biphenyl]-4-yl)piperazine-1-carboxylic acid tert-butyl ester C(C)(C)(C)OC(=O)N1CCN(CC1)C1=CC=C(C=C1)C1=C(C=C(C=C1)Cl)N1CC(CCC1)N1N=CC(=C1C(F)F)C(=O)OCC